((4-(2,2,2-trifluoroethoxy)pyrimidin-2-yl)amino)methane FC(COC1=NC(=NC=C1)NC)(F)F